4-[4-amino-5-methyl-2-(2-trimethylsilylethoxymethyl)pyrazol-3-yl]-6-chloro-2-(trifluoromethyl)pyridin-3-amine NC1=C(N(N=C1C)COCC[Si](C)(C)C)C1=C(C(=NC(=C1)Cl)C(F)(F)F)N